methyl 6-chloro-3-(3-cyclopropylphenoxy)pyridazine-4-carboximidate ClC1=CC(=C(N=N1)OC1=CC(=CC=C1)C1CC1)C(OC)=N